(S)-2-(2-Hydroxypropan-2-yl)-N'-((2-isopropyl-3-methyl-6,7-dihydro-5H-cyclopenta[b]pyridin-4-yl)carbamoyl)thiazole-5-sulfonimidamide OC(C)(C)C=1SC(=CN1)[S@](=O)(N)=NC(NC1=C2C(=NC(=C1C)C(C)C)CCC2)=O